O1N=C(C2=C1C=CC=C2)OCC2CCN(CC2)C(CNC(C2=C(C=CC=C2F)Cl)=O)C2=C(N=CS2)C(F)F N-(2-{4-[(1,2-Benzoxazol-3-yloxy)methyl]piperidin-1-yl}-2-[4-(difluoromethyl)-1,3-thiazol-5-yl]ethyl)-2-chloro-6-fluorobenzamid